CC(C)CCCCCCCCCCCC(=O)CC(=O)SCCNC(=O)CCNC(=O)[C@@H](C(C)(C)COP(=O)(O)OP(=O)(O)OC[C@@H]1[C@H]([C@H]([C@@H](O1)N2C=NC3=C(N=CN=C32)N)O)OP(=O)(O)O)O The molecule is a methyl-branched fatty acyl-CoA obtained from the formal condensation of the thiol group of coenzyme A with the carboxy group of 3-oxoisoheptadecanoic acid. It is a methyl-branched fatty acyl-CoA, an 11,12-saturated fatty acyl-CoA and a long-chain 3-oxo-fatty acyl-CoA. It is a conjugate acid of a 3-oxoisoheptadecanoyl-CoA(4-).